tetraethyl N,N'-(2-methyl-1,5-pentanediyl)-bisaspartate CC(CN[C@@H](CC(=O)OCC)C(=O)OCC)CCCN[C@@H](CC(=O)OCC)C(=O)OCC